ClC=1C(=NC2=C3N=C(C=C(C3=CC=C2C1)Cl)C)C 3,7-dichloro-2,9-dimethyl-1,10-phenanthroline